1-hydroxy-1-methylethyl-(p-isopropylphenyl) ketone OC(C)(C)C1=C(C=CC(=C1)C(C)C)C(=O)C1=C(C=C(C=C1)C(C)C)C(C)(O)C